CC(C#N)(C)C1=NC=C(C=C1)NCC#C 2-methyl-2-[5-(prop-2-yn-1-ylamino)pyridin-2-yl]propionitrile